5-[3-(2-Aminoethylamino)-3-oxo-prop-1-ynyl]-N-[4-[4-(3,5-dichlorophenyl)piperazin-1-yl]sulfonylphenyl]-2-[methyl(methylsulfonyl)amino]benzamide trifluoroacetate FC(C(=O)O)(F)F.NCCNC(C#CC=1C=CC(=C(C(=O)NC2=CC=C(C=C2)S(=O)(=O)N2CCN(CC2)C2=CC(=CC(=C2)Cl)Cl)C1)N(S(=O)(=O)C)C)=O